CC(CC(C)C)(CC1=CC=CC=C1)NC(=O)C=1C=NC2=C(C=CC=C2C1)F N-(2R)-[1,3-dimethyl-1-(phenylmethyl)butyl]-8-fluoro-3-quinolinecarboxamide